ClC1=CC(C(=C(N1CC)C1=CC(=C(C=C1)Cl)Cl)C(=O)O)=O 6-chloro-2-(3,4-dichlorophenyl)-1-ethyl-4-oxo-pyridine-3-carboxylic acid